(S)-3-(5-(4-((1-(4-((1S,2R)-2-ethyl-6-hydroxy-1,2,3,4-tetrahydronaphthalen-1-yl)phenyl)piperidin-4-yl)methyl)piperazin-1-yl)-1-oxoisoindolin-2-yl)piperidine-2,6-dione C(C)[C@H]1[C@H](C2=CC=C(C=C2CC1)O)C1=CC=C(C=C1)N1CCC(CC1)CN1CCN(CC1)C=1C=C2CN(C(C2=CC1)=O)[C@@H]1C(NC(CC1)=O)=O